(2R)-1-[(4aR,8aS)-3,4,4a,5,6,7,8,8a-octahydro-2H-quinolin-1-yl]-3-[benzyl(methyl)amino]-2-(o-tolylmethylamino)propan-1-one N1(CCC[C@H]2CCCC[C@H]12)C([C@@H](CN(C)CC1=CC=CC=C1)NCC1=C(C=CC=C1)C)=O